OC(CCCC(CCCC(C(=O)O)C)C)(C#C)C 10-hydroxy-2,6,10-trimethyldodec-11-ynoic acid